FC1=CC=C(CN2C(=NC=3N(C(N(C(C23)=O)CCCO)=O)C)C2(CCC(CC2)(F)F)F)C=C1 7-(4-fluorobenzyl)-1-(3-hydroxypropyl)-3-methyl-8-(1,4,4-trifluorocyclohexyl)-3,7-dihydro-1H-purine-2,6-dione